CS(=O)(=O)OC(C)C=1C=NC(=CC1)C(F)(F)F 1-(6-(trifluoromethyl)pyridin-3-yl)ethyl methanesulfonate